CC1=NN(C(=C1)C)C=1C=CC(NN1)=O 6-(3,5-dimethylpyrazol-1-yl)pyridazin-3-one